Cl.FC(C=1C=C(C=C(C1)C(F)(F)F)[C@@H](C)O[C@@H]1[C@@H]([NH2+]CCO1)C1=CC=C(C=C1)F)(F)F (2R,3S)-2-[(1R)-1-[3,5-bis(trifluoromethyl)phenyl]ethoxy]-3-(4-fluorophenyl)-morpholinium hydrochloride